COC(C(C)Cl)=O methyl-2-chloropropanoate